benzoyl-triethylamine C(C1=CC=CC=C1)(=O)CCN(CC)CC